tert-butyl 4-[3-[3-(2,4-dioxohexahydropyrimidin-1-yl)imidazo[1,2-a]pyridin-7-yl]prop-2-ynoxy]piperidine-1-carboxylate O=C1N(CCC(N1)=O)C1=CN=C2N1C=CC(=C2)C#CCOC2CCN(CC2)C(=O)OC(C)(C)C